CC(C)(C)OC(=O)N1CCN(CC1)C1=CC=C(N=N1)C(=O)O 6-[4-[(2-methylpropan-2-yl)oxycarbonyl]piperazin-1-yl]pyridazin-3-carboxylic acid